ClC1=NC=2N(C(=C1)N1CC(C1)(C(F)(F)F)F)N=CC2 5-chloro-7-(3-fluoro-3-(trifluoromethyl)azetidin-1-yl)pyrazolo[1,5-a]pyrimidine